Cl.NC(C(=O)N1CCN(CC1)C(=O)NC1=NC(N(C=C1)C1=CC=C(C=C1)CCN[C@@H]1CC[C@@H](CC1)N)=O)(C)C 4-(2-Amino-2-methylpropanoyl)-N-(1-(4-(2-((cis-4-aminocyclohexyl)amino)ethyl)phenyl)-2-oxo-1,2-dihydropyrimidin-4-yl)piperazine-1-carboxamide hydrochloride salt